C(=O)C=1C=C(C=NC1)B(O)O (5-FORMYLPYRIDIN-3-YL)BORONIC ACID